CNC(C1=CC=C(C=C1)N1CCN(CC1)CC1=CC2=C(C=3N(C(N2)=O)C=CC3)N=C1)=O N-methyl-4-(4-((6-oxo-5,6-dihydropyrido[2,3-e]pyrrolo[1,2-c]pyrimidin-3-yl)methyl)piperazin-1-yl)benzamide